ClC=1C=C2C3=C(N(C2=C(C1)C=1C=NC=C(C1)Cl)CC)C(=NC=C3)C 6-Chloro-8-(5-chloro-pyridin-3-yl)-9-ethyl-1-methyl-9H-pyrido[3,4-b]indole